ClC1=C(C=C(OCC(=O)NC23CC(C2)(C3)C(=O)NCC3=NC2=C(N3CC(=O)OC(C)(C)C)C=C(C(=C2)F)F)C=C1)F tert-butyl 2-(2-((3-(2-(4-chloro-3-fluorophenoxy)acetamido)bicyclo[1.1.1]pentane-1-carboxamido)methyl)-5,6-difluoro-1H-benzo[d]imidazol-1-yl)acetate